racemic-tert-butyl 5-{[2-(4-isopropylphenyl)imidazo[1,2-a]pyrimidin-3-yl]methyl}-2,5-diazabicyclo[2.2.2]octane-2-carboxylate C(C)(C)C1=CC=C(C=C1)C=1N=C2N(C=CC=N2)C1CN1C2CN(C(C1)CC2)C(=O)OC(C)(C)C